ClC=1C=NC(=C(C(=O)NC2CCC(CC2)CN2C(N(C3=C2C=CC=C3)C=3C=NC(=CC3)NC(C(C)(C)O)=O)=O)C1)C(F)F 5-chloro-2-(difluoromethyl)-N-((1r,4r)-4-((3-(6-(2-hydroxy-2-methylpropanamido)pyridin-3-yl)-2-oxo-2,3-dihydro-1H-benzo[d]imidazol-1-yl)methyl)cyclohexyl)nicotinamide